1-[2-(pyridazin-3-yl)acetyl]pyrrolidine-2-carboxamide N1=NC(=CC=C1)CC(=O)N1C(CCC1)C(=O)N